B([O-])OB[O-].[B+3].[B+3].B([O-])OB[O-].B([O-])OB[O-] diboron (diboronate)